O(C)C1=CC=C(CNC=2C=3N(C4=CC(=CC=C4N2)C(=O)O)C=NC3)C=C1 4-((4-methoxylbenzyl)amino)imidazo[1,5-a]quinoxalin-8-carboxylic acid